2-(3-chlorophenyl)-N-((2-(2,6-dioxopiperidin-3-yl)-1-oxoisoindolin-5-yl)methyl)-2-oxoacetamide ClC=1C=C(C=CC1)C(C(=O)NCC=1C=C2CN(C(C2=CC1)=O)C1C(NC(CC1)=O)=O)=O